(2S,4S)-2-((difluoromethoxy)methyl)-4-(4-(trifluoromethoxyphenoxy)pyrrolidin-1-yl)-5-fluoronicotinic acid FC(OCC1=C(C(=O)O)C(=C(C=N1)F)N1CC[C@@H](C1)OC1=C(C=CC=C1)OC(F)(F)F)F